(R)-3-phenylpropanol C1(=CC=CC=C1)CCCO